Tert-butyl (S)-(4-(2-(4-(methylcarbamoyl)phenyl)benzo[d]imidazo[2,1-b]thiazole-7-carboxamido)butan-2-yl)carbamate CNC(=O)C1=CC=C(C=C1)C=1N=C2SC3=C(N2C1)C=CC(=C3)C(=O)NCC[C@H](C)NC(OC(C)(C)C)=O